cyclohexane-1,2,4,5-tetracarbonyl tetrachloride C1(C(CC(C(C1)C(=O)Cl)C(=O)Cl)C(=O)Cl)C(=O)Cl